N-(2-Amino-4-((4-hydroxybenzyl)amino)phenyl)-6,7-difluoroheptanamid NC1=C(C=CC(=C1)NCC1=CC=C(C=C1)O)NC(CCCCC(CF)F)=O